C(C)(C)(C)OC(=O)N1C[C@@H](CCCC1)NC1=CC(=NC=C1C(=O)OCC)Cl tert-butyl-(3R)-3-[(2-chloro-5-ethoxycarbonyl-4-pyridyl)amino]azepane-1-carboxylate